N1C=CC=2C1=CN=CC2NC2=C(C(NC=C2)=O)C(=O)NC2=CC=C(C=C2)N2CCN(CC2)CCOC 4-((1H-Pyrrolo[2,3-c]pyridin-4-yl)amino)-N-(4-(4-(2-methoxyethyl)piperazin-1-yl)phenyl)-2-oxo-1,2-dihydropyridine-3-carboxamide